4-(3-chloro-4-fluorophenylamino)-7-methoxy-6-(3-morpholinopropoxy)-quinazoline ClC=1C=C(C=CC1F)NC1=NC=NC2=CC(=C(C=C12)OCCCN1CCOCC1)OC